O1C2=C(OCC1)C=C(C=C2)C(CCCNC(OC(C)(C)C)=O)=O tert-butyl (4-(2,3-dihydrobenzo[b][1,4]dioxin-6-yl)-4-oxobutyl)carbamate